O[C@H]1CCCCCCCCCC(OCCC[C@@H]1O)=O |r| (12SR,13SR)-12,13-dihydroxyoxacyclohexadecan-2-one